fluoro-6-oxo-1,6-dihydropyridine-3-carboxylate FN1C=C(C=CC1=O)C(=O)[O-]